N,N-bis(trimethylsilyl)aminopropyl-methyl-dimethoxysilane C[Si](N([Si](C)(C)C)CCC[Si](OC)(OC)C)(C)C